COC1=C(C=C2C=NN(C2=C1)COCC[Si](C)(C)C)N 6-methoxy-1-((2-(trimethylsilyl)ethoxy)methyl)-1H-indazol-5-amine